N-[2-(2,4-dimethylphenyl)-2,2-difluoroethyl]-3-methyl-1,2,4-triazine-5-carboxamide CC1=C(C=CC(=C1)C)C(CNC(=O)C=1N=C(N=NC1)C)(F)F